oxopentan O=CCCCC